N-(5-(cinnolin-4-yl)pyridin-3-yl)-2-hydroxy-2-(1H-imidazol-2-yl)-2-(3-methoxyphenyl)acetamide N1=NC=C(C2=CC=CC=C12)C=1C=C(C=NC1)NC(C(C1=CC(=CC=C1)OC)(C=1NC=CN1)O)=O